tert-butyl (R,Z)-5-((tert-butylsulfinyl)imino)-3-chloro-5,7-dihydrospiro[cyclopenta[b]pyridine-6,4'-piperidine]-1'-carboxylate C(C)(C)(C)[S@@](=O)\N=C\1/C=2C(=NC=C(C2)Cl)CC12CCN(CC2)C(=O)OC(C)(C)C